2-(5'-(4-fluorophenyl)-9'-hydroxy-4',4'-dimethyl-4',5'-dihydro-3'H-spiro[piperidine-4,1'-pyrano[4,3-b]indol]-1-yl)oxazole-4-carboxylic acid FC1=CC=C(C=C1)N1C2=C(C=3C(=CC=CC13)O)C1(OCC2(C)C)CCN(CC1)C=1OC=C(N1)C(=O)O